COC=1C=CC2=C(N=C(S2)C=2C=CC(=NC2)C(=O)O)C1 5-(5-methoxybenzo[d]thiazol-2-yl)picolinic acid